NCC1=NNC(C2=CC=C(C=C12)C=1C=NC=C(C1)OC1=C(C(=C(C=C1)C)Cl)C)=O 4-(aminomethyl)-6-(5-(3-chloro-2,4-dimethylphenoxy)pyridin-3-yl)phthalazin-1(2H)-one